methyl 2-methyl-6-(3-(1-methyl-1H-benzo[d]imidazol-2-yl)azetidin-1-yl)pyrimidine-4-carboxylate CC1=NC(=CC(=N1)C(=O)OC)N1CC(C1)C1=NC2=C(N1C)C=CC=C2